2-chloro-4-(2-methyl-4-tetrahydropyran-4-yloxyanilino)pyridine-3-carbonitrile ClC1=NC=CC(=C1C#N)NC1=C(C=C(C=C1)OC1CCOCC1)C